S1C(=NC=C1)[C@@](C)(C#C)O (R)-2-thiazol-2-yl-but-3-yn-2-ol